5-(3-(benzo[d]thiazol-5-yl)pyrazolo[1,5-a]pyridin-6-yl)-1-methylpyridin-2(1H)-one S1C=NC2=C1C=CC(=C2)C=2C=NN1C2C=CC(=C1)C=1C=CC(N(C1)C)=O